(e)-citral CC(C)=CCC\C(\C)=C\C=O